N-((3R,4S)-3-fluoro-1-(3-methyloxetan-3-yl)piperidin-4-yl)-5-(quinolin-6-yl)-4-(trifluoromethoxy)pyrrolo[2,1-f][1,2,4]triazin-2-amine F[C@@H]1CN(CC[C@@H]1NC1=NN2C(C(=N1)OC(F)(F)F)=C(C=C2)C=2C=C1C=CC=NC1=CC2)C2(COC2)C